L-aspartic acid dimethyl ester COC([C@@H](N)CC(=O)OC)=O